N,N-bis(trimethylsilyl)aminoethyl-triethoxysilane C[Si](N([Si](C)(C)C)CC[Si](OCC)(OCC)OCC)(C)C